N,N-di-hexadecyl-hydroxylamine oxide C(CCCCCCCCCCCCCCC)[N+](O)(CCCCCCCCCCCCCCCC)[O-]